BrC1=C(C=CC=C1COC)F 2-bromo-1-fluoro-3-(methoxymethyl)benzene